tert-Butyl (S)-(2-(2-((tert-butoxycarbonyl)(methyl)amino)propyl)-5-chloro-3-methylthieno[3,2-b]pyridin-7-yl)(furan-2-ylmethyl)carbamate C(C)(C)(C)OC(=O)N([C@H](CC1=C(C2=NC(=CC(=C2S1)N(C(OC(C)(C)C)=O)CC=1OC=CC1)Cl)C)C)C